S1C(=CC=C1)C(=O)N1C=C(C2=CC=CC=C12)C(C)=O 1-(1-(thiophene-2-carbonyl)-1H-indol-3-yl)ethanone